C1(=CC=CC=C1)C(C)(C)C1=CC=C(C=C1)Cl 2-phenyl-2-(4-chlorophenyl)propane